BrC1=CC(=C(C=C1)N1CCC(CC1)=O)[N+](=O)[O-] (S)-1-(4-bromo-2-nitrophenyl)-4-oxopiperidine